C(C)(C)C=1C(=NNC1C=1C=C(C=2N(C1)N=CN2)OC)C=2C=C1CCC(CC1=CC2)NC 6-(4-isopropyl-5-(8-methoxy-[1,2,4]triazolo[1,5-a]pyridin-6-yl)-1H-pyrazol-3-yl)-N-methyl-1,2,3,4-tetrahydronaphthalen-2-amine